6-Bromo-N-((1R,3S)-3-methoxycyclopentyl)-2-(1-methyl-1H-imidazol-2-yl)-5-phenylthieno[2,3-d]pyrimidin-4-amine BrC1=C(C2=C(N=C(N=C2N[C@H]2C[C@H](CC2)OC)C=2N(C=CN2)C)S1)C1=CC=CC=C1